FC1=CC=C(C=C1)N1N=CC2=CC(=C(C=C12)C)C1CN(CC(C1CC(C)C)C)S(=O)(=O)C1=NN(N=C1)C 1-(4-Fluorophenyl)-5-(4-isobutyl-5-methyl-1-((2-methyl-2H-1,2,3-triazol-4-yl)sulfonyl)piperidin-3-yl)-6-methyl-1H-indazole